5-(2-fluorophenyl)-1,3,4-thiadiazol FC1=C(C=CC=C1)C1=NN=CS1